[Ir].FC1=CC(=NC=C1F)C(=O)O (4,5-difluoropyridine-2-carboxylic acid) iridium